(2r,5r)-4-(6-chloro-1-methyl-2-oxo-1,2-dihydropyrido[3,2-d]pyrimidin-4-yl)-5-(hydroxymethyl)-2-methylpiperazine-1-carboxylic acid tert-butyl ester C(C)(C)(C)OC(=O)N1[C@@H](CN([C@H](C1)CO)C=1C2=C(N(C(N1)=O)C)C=CC(=N2)Cl)C